(S)-3-methoxy-4-(((20,20,20-trifluoro-1-(trityloxy)icosan-2-yl)oxy)methyl)benzonitrile COC=1C=C(C#N)C=CC1CO[C@H](COC(C1=CC=CC=C1)(C1=CC=CC=C1)C1=CC=CC=C1)CCCCCCCCCCCCCCCCCC(F)(F)F